C1(=CC=CC=C1)CCCCC=1OC2=C(N1)C=CC=1CCC(C12)=CCNC(C)=O N-{2-[2-(4-phenylbutyl)-6,7-dihydro-8H-indeno[5,4-d][1,3]oxazol-8-ylidene]ethyl}acetamide